tert-butyl 3-bromo-7,8-dihydro-4H-[1,2,3]triazolo[1,5-a][1,4]diazepine-5(6H)-carboxylate BrC=1N=NN2C1CN(CCC2)C(=O)OC(C)(C)C